BrC=1C=CC(=C2C=NNC12)NC1=NC=C(C(=N1)NC)C(F)(F)F N2-(7-bromo-1H-indazol-4-yl)-N4-methyl-5-(trifluoromethyl)pyrimidine-2,4-diamine